ClC=1C(C(=C(C(C1NCC)=O)Cl)C1=C(NC2=CC=CC=C12)C)=O 2,5-dichloro-3-(ethylamino)-6-(2-methyl-1H-indol-3-yl)cyclohexane-2,5-diene-1,4-dione